1-((6-cyclopropylimidazo[1,2-a]pyridin-2-yl)methyl)-N-(2-fluoro-3-methoxy-6-(1H-1,2,4-triazol-1-yl)benzyl)-1H-1,2,3-triazole-4-carboxamide C1(CC1)C=1C=CC=2N(C1)C=C(N2)CN2N=NC(=C2)C(=O)NCC2=C(C(=CC=C2N2N=CN=C2)OC)F